CC(C)OC1=CC=C(C=C1)CNC(=O)N(C1CCN(CC1)C(=O)OC(C)(C)C)CC1=C(C(=C(C=C1)F)F)F tert-Butyl 4-[({[4-(propan-2-yloxy)phenyl]methyl}carbamoyl)[(2,3,4-trifluorophenyl)methyl]amino]piperidine-1-carboxylate